perfluoro-1,10-decanediol FC(C(C(C(C(C(C(C(C(C(O)(F)F)(F)F)(F)F)(F)F)(F)F)(F)F)(F)F)(F)F)(F)F)(O)F